N,N-diethylthiocarbamoyl chloride C(C)N(C(=S)Cl)CC